ClC1=NC=C2N(C(N(C2=N1)[C@H]1CN(CC1)C(=O)OC(C)(C)C)=O)C tert-butyl (3R)-3-(2-chloro-7-methyl-8-oxo-purin-9-yl)pyrrolidine-1-carboxylate